(2-amino-5-bromo-6-(oxazol-2-yl)pyrimidin-4-yl)-2-(3-fluoropyridin-2-yl)acetylHydrazine NC1=NC(=C(C(=N1)N(N)C(CC1=NC=CC=C1F)=O)Br)C=1OC=CN1